(((tert-butyldiphenylsilyl) oxy) methyl)-5,6-dihydro-2H-pyran-3-yl triflate O(S(=O)(=O)C(F)(F)F)C=1C(OCCC1)CO[Si](C1=CC=CC=C1)(C1=CC=CC=C1)C(C)(C)C